tert-butyl 2-(2-(2-isopropylphenyl)-4-(3-phenylcyclopentyl)piperazin-1-yl)-7-azaspiro[3.5]nonane-7-carboxylate C(C)(C)C1=C(C=CC=C1)C1N(CCN(C1)C1CC(CC1)C1=CC=CC=C1)C1CC2(C1)CCN(CC2)C(=O)OC(C)(C)C